(S)-5-chloro-4-(cyclopentylmethoxy)-2-fluoro-N-((3-(piperidin-4-yloxy)-pyrrolidin-1-yl)sulfonyl)benzamide ClC=1C(=CC(=C(C(=O)NS(=O)(=O)N2C[C@H](CC2)OC2CCNCC2)C1)F)OCC1CCCC1